N-(3-(4-chlorobenzamido)phenyl)-4-(pyrimidin-2-yl)-1,4-diazepane-1-carboxamide ClC1=CC=C(C(=O)NC=2C=C(C=CC2)NC(=O)N2CCN(CCC2)C2=NC=CC=N2)C=C1